COC(=O)C1=NC=C(N=C1)C(=O)C1=CC(=NC(=C1)Cl)Cl 5-(2,6-dichloropyridine-4-carbonyl)pyrazine-2-carboxylic acid methyl ester